N-(4-(azetidin-3-yl)phenyl)-2-methyl-4-(1,2,3,6-tetrahydropyridin-4-yl)benzamide bistrifluoroacetic acid salt FC(C(=O)O)(F)F.FC(C(=O)O)(F)F.N1CC(C1)C1=CC=C(C=C1)NC(C1=C(C=C(C=C1)C=1CCNCC1)C)=O